L-5-hydroxy-lysine OC(CC[C@H](N)C(=O)O)CN